tert-butyl (2-acetamido-3-(thiazolo[4,5-c]pyridin-2-yl)-4,5,6,7-tetrahydrobenzo[b]thiophen-6-yl)carbamate C(C)(=O)NC1=C(C2=C(S1)CC(CC2)NC(OC(C)(C)C)=O)C=2SC1=C(C=NC=C1)N2